C(OCC(F)(F)CC)([O-])=O ethyl-2,2-difluoroethyl carbonate